1-methyl-3-(4-formyl-phenyl)quinoline iodonium salt [IH2+].CN1CC(=CC2=CC=CC=C12)C1=CC=C(C=C1)C=O